N-(9-methyl-3-oxa-9-azabicyclo[3.3.1]nonan-7-yl)-2,3-dihydro-1H-pyrrolo[1,2-a]indole-9-carboxamide formate C(=O)O.CN1C2COCC1CC(C2)NC(=O)C2=C1N(C=3C=CC=CC23)CCC1